(3S,4S)-4-{[5-(2,4-difluoro-phenyl)-isoxazole-3-carbonyl]-amino}-1-(1-methyl-cyclopropylmethyl)-piperidine-3-carboxylic acid (1-pyrimidin-2-yl-cyclopropyl)-amide N1=C(N=CC=C1)C1(CC1)NC(=O)[C@H]1CN(CC[C@@H]1NC(=O)C1=NOC(=C1)C1=C(C=C(C=C1)F)F)CC1(CC1)C